N=1N(C=C2C=CC=CC12)C1=C(C=C(C=C1)CC(=O)N)S(N)(=O)=O [4-(2H-Indazol-2-yl)-3-sulfamoylphenyl]Acetamide